(S)-2-(1-(4-((1-(5-(3,5-difluorophenyl)-4,5-dihydro-1H-pyrazole-1-carbonyl)azetidin-3-yl)oxy)-5-fluoropyridin-2-yl)-3,5-dimethyl-1H-pyrazol-4-yl)-2-methylpropanoic acid FC=1C=C(C=C(C1)F)[C@@H]1CC=NN1C(=O)N1CC(C1)OC1=CC(=NC=C1F)N1N=C(C(=C1C)C(C(=O)O)(C)C)C